(e)-Hydroxylamine hydrochloride Cl.NO